3-(5-(1-(2-(2-(2-(3-(4-amino-3-(4-phenoxyphenyl)-1H-pyrazolo[3,4-d]pyrimidin-1-yl)piperidin-1-yl)ethoxy)ethoxy)ethyl)piperidin-4-yl)-1-oxoisoindolin-2-yl)piperidine-2,6-dione NC1=C2C(=NC=N1)N(N=C2C2=CC=C(C=C2)OC2=CC=CC=C2)C2CN(CCC2)CCOCCOCCN2CCC(CC2)C=2C=C1CN(C(C1=CC2)=O)C2C(NC(CC2)=O)=O